(7-bromo-6,8-difluoro-2-(((2r,7as)-2-fluoro-hexahydro-1H-pyrrolizin-7a-yl)methoxy)quinazolin-4-yl)-1-oxa-6-azaspiro[3.5]nonane BrC1=C(C=C2C(=NC(=NC2=C1F)OC[C@]12CCCN2C[C@@H](C1)F)C1OC2(C1)CNCCC2)F